N1(CCOCC1)C1=CC=C(C2=NON=C21)N 7-morpholin-4-yl-benzo[1,2,5]oxadiazol-4-ylamine